OC1=C(C(=O)NC2=C(C(=O)OC)C=C(C=C2)O)C=C(C(=C1)C(=O)NC1=C(C=C(C=C1)O)C(=O)OC)O Methyl 2-(2,5-dihydroxy-4-(4-hydroxy-2-(methoxycarbonyl)phenylaminocarbonyl)benzamido)-5-hydroxybenzoat